2-chloro-4-cyclopropyl-6-(4-(dimethylamino)piperidin-1-yl)pyridine-3,5-dicarbonitrile ClC1=NC(=C(C(=C1C#N)C1CC1)C#N)N1CCC(CC1)N(C)C